2-(3-chloro-2-fluoropyridin-4-yl)hex-5-en-2-amine ClC=1C(=NC=CC1C(C)(CCC=C)N)F